(4-(4-methyl-3-(2-(trifluoromethoxy)phenyl)-3H-pyrazole-5-carboxamido)phenoxy)-N-(3-morpholinopropyl)pyridinamide CC=1C(N=NC1C(=O)NC1=CC=C(OC=2C(=NC=CC2)C(=O)NCCCN2CCOCC2)C=C1)C1=C(C=CC=C1)OC(F)(F)F